N-(3',5'-ditert-butyl-1,1'-biphenyl-4-yl)-N-(1,1'-biphenyl-2-yl)-9,9-dimethyl-9H-fluoren-2-amine C(C)(C)(C)C=1C=C(C=C(C1)C(C)(C)C)C1=CC=C(C=C1)N(C1=CC=2C(C3=CC=CC=C3C2C=C1)(C)C)C1=C(C=CC=C1)C1=CC=CC=C1